Perfluorohexylmethyl ether FC(C(C(C(C(C(C(F)(F)F)(F)F)(F)F)(F)F)(F)F)(F)F)(F)OC(F)(F)C(C(C(C(C(C(F)(F)F)(F)F)(F)F)(F)F)(F)F)(F)F